C(#N)C(C1(COC1)C)NS(=O)C(C)(C)C 2-Methyl-propane-2-sulfinic acid [cyano-(3-methyl-oxetan-3-yl)-methyl]-amide